ClC1=NC=2C=CC=CC2C=2N1N=C(N2)C2=CC=C(C=C2)Cl 5-Chloro-2-(4-chlorophenyl)[1,2,4]triazolo[1,5-c]quinazoline